Ethyl 2-(1-ethyl 1H-pyrazol-4-yl)-3-fluoro-5-nitrobenzoate C(C)N1N=CC(=C1)C1=C(C(=O)OCC)C=C(C=C1F)[N+](=O)[O-]